methyl 3-(1-bromo-8-chloroimidazo[1,5-a]pyrazin-3-yl)bicyclo[3.2.1]octane-8-carboxylate BrC=1N=C(N2C1C(=NC=C2)Cl)C2CC1CCC(C2)C1C(=O)OC